ClC1=CC=C(C=N1)C(F)(F)F 6-Chloro-3-(trifluoromethyl)pyridin